COC1=C(C=CC(=C1)OC)CN(C1=NC2=C(N1)C=C(C=C2)[N+](=O)[O-])CC2=C(C=C(C=C2)OC)OC N,N-bis[(2,4-dimethoxyphenyl)methyl]-6-nitro-1H-1,3-benzodiazol-2-amine